CC1=CC(=CC(=N1)N1[C@@H](CCC1=O)C(=O)O)C(F)(F)F (2S)-1-[6-methyl-4-(trifluoromethyl)pyridin-2-yl]-5-oxotetrahydropyrrole-2-carboxylic acid